C(C)(C)(C)C1=C(O)C(=CC(=C1O)C(C)(C)C)C(C)(C)C 2,4,6-tri-tert-butylresorcinol